11-[[(1S)-1-[(2S,4R)-4-hydroxy-2-[[4-(4-methylthiazol-5-yl)phenyl]methylcarbamoyl]pyrrolidine-1-carbonyl]-2,2-dimethyl-propyl]amino]-11-oxo-undecanoic acid O[C@@H]1C[C@H](N(C1)C(=O)[C@H](C(C)(C)C)NC(CCCCCCCCCC(=O)O)=O)C(NCC1=CC=C(C=C1)C1=C(N=CS1)C)=O